N-(3-methoxybenzyl)-4-(piperidin-1-ylmethyl)-N-(3-(pyrrolidin-1-yl)benzyl)oxazol-2-amine COC=1C=C(CN(C=2OC=C(N2)CN2CCCCC2)CC2=CC(=CC=C2)N2CCCC2)C=CC1